(9H-fluoren-9-yl)methyl 6-((2-oxo-6-(trifluoromethyl)-1,2-dihydropyridine-3-carboxamido)(phenyl)methyl)-3,4-dihydroquinoline-1(2H)-carboxylate O=C1NC(=CC=C1C(=O)NC(C=1C=C2CCCN(C2=CC1)C(=O)OCC1C2=CC=CC=C2C=2C=CC=CC12)C1=CC=CC=C1)C(F)(F)F